N-[5-(5-cyanothiazol-2-yl)thiazol-2-yl]-1-methyl-piperidine-4-carboxamide C(#N)C1=CN=C(S1)C1=CN=C(S1)NC(=O)C1CCN(CC1)C